C(N)(=O)C1=CC(=NC(=C1C=1C=C2C=NN(C2=CC1)C)Cl)N1CCC(CC1)NC(OC(C)(C)C)=O Tert-Butyl (1-(4-carbamoyl-6-chloro-5-(1-methyl-1H-indazol-5-yl)pyrid-2-yl)piperid-4-yl)carbamate